4-{[3-(4-{[(3R,4S)-3-fluoro-1-(2-methoxyethyl)piperidin-4-yl]amino}-1-(2,2,2-trifluoroethyl)-1H-indol-2-yl)prop-2-yn-1-yl]amino}-3-methoxybenzoic acid F[C@@H]1CN(CC[C@@H]1NC1=C2C=C(N(C2=CC=C1)CC(F)(F)F)C#CCNC1=C(C=C(C(=O)O)C=C1)OC)CCOC